OC1CC(CN(C1)C(=O)OC(C)(C)C)C(=O)OC 1-tert-butyl 3-methyl 5-hydroxypiperidine-1,3-dicarboxylate